N[C@@H](C[C@H]1C(NCC1)=O)C(=O)C=1NC=CN1 (3S)-3-[(2S)-2-amino-3-(1H-imidazol-2-yl)-3-oxopropyl]pyrrolidin-2-one